COC(C1=C(N=C(C=C1)C(F)(F)F)C(C(C)C)=O)=O 2-Isobutyryl-6-(trifluoromethyl)nicotinic acid methyl ester